C(C1=CC=CC=C1)OC1=NC(=CC=C1C1=C(C=C(C2=C1CCO2)I)F)OCC2=CC=CC=C2 2,6-bisbenzyloxy-3-(5-fluoro-7-iodo-2,3-dihydrobenzofuran-4-yl)pyridine